N-(4,4-difluorocyclohexyl)-5-(1-methyl-1H-benzo[d][1,2,3]triazol-6-yl)pyrrolo[2,1-f][1,2,4]triazin-2-amine FC1(CCC(CC1)NC1=NN2C(C=N1)=C(C=C2)C=2C=CC1=C(N(N=N1)C)C2)F